(Z)-N-(3-(2-chloro-9H-thioxanthen-9-ylidene)propyl)-N,N-dimethylpentan-1-aminium bromide [Br-].ClC1=CC=2\C(\C3=CC=CC=C3SC2C=C1)=C/CC[N+](CCCCC)(C)C